COCCN(C=1N=C(C2=C(N1)C(=NC(=N2)N(CCOC)CCOC)N2CCC(CC2)OC)NCCCCCC#N)CCOC 6-((2,6-bis(bis(2-methoxyethyl)amino)-8-(4-methoxypiperidin-1-yl)pyrimido[5,4-d]pyrimidin-4-yl)amino)hexanenitrile